F[C@@H]1C[C@H](N([C@H]1C)C(=O)OC(C)(C)C)C(=O)OC 1-(tert-butyl) 2-methyl (2S,4R,5S)-4-fluoro-5-methylpyrrolidine-1,2-dicarboxylate